4-(methyl-d3)-2-phenylpyridine C(C1=CC(=NC=C1)C1=CC=CC=C1)([2H])([2H])[2H]